(6S)-17-Amino-6-hydroxy-12-[(4-methoxyphenyl)methyl]-6,15-bis(trifluoromethyl)-19-oxa-3,4,12,18-tetrazatricyclo[12.3.1.12,5]nonadeca-1(18),2,4,14,16-pentaen-13-one NC1=CC(=C2C(N(CCCCC[C@](C3=NN=C(C1=N2)O3)(C(F)(F)F)O)CC3=CC=C(C=C3)OC)=O)C(F)(F)F